N-(5-((2,3-Dihydrobenzofuran-5-yl)oxy)-2-methoxyphenyl)-1-methyl-5-oxopyrrolidine-2-carboxamide O1CCC2=C1C=CC(=C2)OC=2C=CC(=C(C2)NC(=O)C2N(C(CC2)=O)C)OC